C(C)(=O)N[C@@H](CCCCN)C(=O)N[C@@H](C(C)C)C(=O)N[C@@H](CCCNC(N)=O)C(=O)NC1=CC=C(C=C1)CO N2-acetyl-L-lysyl-L-valyl-N5-carbamoyl-N-[4-(hydroxymethyl)phenyl]-L-ornithinamide